(S)-5-carboxy-1-(9H-fluoren-9-yl)-N,N,N-trimethyl-3,11-dioxo-2,14,17,20,23-pentaoxa-4,10-diazapentacosan-25-aminium 2,2,2-trifluoroacetate FC(C(=O)[O-])(F)F.C(=O)(O)[C@@H](NC(OCC1C2=CC=CC=C2C=2C=CC=CC12)=O)CCCCNC(CCOCCOCCOCCOCC[N+](C)(C)C)=O